C(C)(C)(C)OC(=O)NC1CCN(CC1)S(=O)(=O)C=1C=NN(C1C(=O)O)C 4-[(4-{[(tert-butoxy)carbonyl]amino}piperidin-1-yl)sulfonyl]-1-methyl-1H-pyrazole-5-carboxylic acid